1,2-diethylcyclohexene C(C)C1=C(CCCC1)CC